tert-butyl ((6-(4-fluoro-2-hydroxyphenyl)imidazo[1,2-a]pyridine-3-yl)methyl)(methyl)carbamate FC1=CC(=C(C=C1)C=1C=CC=2N(C1)C(=CN2)CN(C(OC(C)(C)C)=O)C)O